ClC1=CC2=C(N=N1)C=CC(=N2)O 3-chloropyrido[3,2-c]pyridazin-6-ol